C(C1=CC=CC=C1)OC(CN(C)C([C@@H](N(C)C(=O)OC(C)(C)C)CC(C)C)=O)=O.C(C1=CC=CC=C1)(=O)C1=CC=C(C=C1)SC1=CC=C(C=C1)CC(C)(S(=O)(=O)C1=CC=C(C=C1)C)C 1-[4-(4-benzoylphenylsulfanyl)phenyl]-2-methyl-2-(4-methylbenzenesulfonyl)propane benzyl-N-(N-(tert-butoxycarbonyl)-N-methyl-L-leucyl)-N-methylglycinate